3-fluoro-4-((4-((1-(4-fluorophenyl)-4-oxo-1,4-dihydro-5H-pyrazolo[3,4-d]pyrimidin-5-yl)methyl)-4-hydroxypiperidin-1-yl)methyl)benzoic acid FC=1C=C(C(=O)O)C=CC1CN1CCC(CC1)(O)CN1C=NC2=C(C1=O)C=NN2C2=CC=C(C=C2)F